(Z)-5-((1-(4-(benzyloxy)phenyl)-1H-pyrrol-2-yl)methylene)thiazolidine-2,4-dione 2,3-naphthalenedicarboxylate C1=C(C(=CC2=CC=CC=C12)C(=O)O)C(=O)O.C(C1=CC=CC=C1)OC1=CC=C(C=C1)N1C(=CC=C1)\C=C/1\C(NC(S1)=O)=O